2-((1R,6R)-3-methyl-6-(prop-1-en-2-yl)cyclohex-2-enyl)-5-octylbenzene-1,3-diol CC1=C[C@H]([C@@H](CC1)C(=C)C)C1=C(C=C(C=C1O)CCCCCCCC)O